2-((3,4-bis(benzyloxy)benzyl)amino)ethan-1-ol C(C1=CC=CC=C1)OC=1C=C(CNCCO)C=CC1OCC1=CC=CC=C1